FC1(CC(C1)(C)C1=NOC(=C1)N)F 3-(3,3-Difluoro-1-methylcyclobutyl)isoxazol-5-amine